C(=O)(C=C)O acryl alcohol